4-(5-(3,5-dimethylisoxazol-4-yl)-1-(1-(pyridin-2-yl)ethyl)-1H-pyrrolo[2,3-b]pyridin-3-yl)pyrimidine-2-carboxylic acid CC1=NOC(=C1C=1C=C2C(=NC1)N(C=C2C2=NC(=NC=C2)C(=O)O)C(C)C2=NC=CC=C2)C